N-{2-[(8R,8aS)-8-(Dimethylamino)hexahydropyrrolo[1,2-a]pyrazin-2(1H)-yl]-4-phenoxy-3-(trifluoromethyl)phenyl}-2-(pyridazin-4-yl)-1,3-thiazol-4-carboxamid CN([C@@H]1CCN2[C@H]1CN(CC2)C2=C(C=CC(=C2C(F)(F)F)OC2=CC=CC=C2)NC(=O)C=2N=C(SC2)C2=CN=NC=C2)C